2,2',3',4',6'-pentafluoro-5'-methyl-5-nitro-[1,1'-biphenyl]-4-ol FC1=C(C=C(C(=C1)O)[N+](=O)[O-])C1=C(C(=C(C(=C1F)C)F)F)F